C(C)(=O)NN([C@H]1CCC=2C=3C1=C1C(=NC3C=C(C2C)F)C2=CC3=C(C(N2C1)=O)COC([C@]3(O)CC)=O)C(CO)=O acetyl-N-((1S,9S)-9-ethyl-5-fluoro-9-hydroxy-4-methyl-10,13-dioxo-2,3,9,10,13,15-hexahydro-1H,12H-benzo[de]pyrano[3',4':6,7]indolizino[1,2-b]quinolin-1-yl)-2-hydroxyacetylhydrazine